6-[5-(4-chlorophenyl)-1-[2-(trifluoromethyl)phenyl]pyrrol-2-yl]-N-[2-(dimethylamino)ethyl]pyridine-3-carboxamide ClC1=CC=C(C=C1)C1=CC=C(N1C1=C(C=CC=C1)C(F)(F)F)C1=CC=C(C=N1)C(=O)NCCN(C)C